(5-Methyl-2-oxo-1,3-dioxol-4-yl)methyl 3-((4-carbamoyl-2,6-difluorophenoxy)methyl)-4-chlorobenzo[b]thiophene-2-carboxylate C(N)(=O)C1=CC(=C(OCC=2C3=C(SC2C(=O)OCC=2OC(OC2C)=O)C=CC=C3Cl)C(=C1)F)F